C(C)(C)OCCOCC isopropyloxy-3-oxa-pentane